benzo[D]-thiazole-5-carboxylic acid methyl ester COC(=O)C=1C=CC2=C(N=CS2)C1